4-(4-(didecylamino)-4-oxobutyl)piperazine C(CCCCCCCCC)N(C(CCCN1CCNCC1)=O)CCCCCCCCCC